platinum-copper-aluminum [Al].[Cu].[Pt]